3-hydroxy-1,2,3-benzotriazine-4(3H)-one ON1N=NC2=C(C1=O)C=CC=C2